COC=1C=C(\C=N\NC(=O)C=2N=C(SC2)C2=CC=C(C=C2)OC)C=C(C1)OC (E)-N'-(3,5-dimethoxybenzylidene)-2-(4-methoxyphenyl)thiazole-4-carbohydrazide